methyl 2-((4-(difluoromethyl)pyridin-2-yl)(hydroxy)methyl)acrylate FC(C1=CC(=NC=C1)C(C(C(=O)OC)=C)O)F